CN1N=C2N(C=CC(=C2)N2C3=C(OCC2)C=C(C=N3)C(=O)O)C1=O 4-(2-methyl-3-oxo-2,3-dihydro[1,2,4]triazolo[4,3-a]pyridin-7-yl)-3,4-dihydro-2H-pyrido[3,2-b][1,4]oxazine-7-carboxylic acid